CS(=O)(=O)O[C@H]([C@H](C1=CC=CC=C1)C1=CC(=CC=C1)F)[C@@H]1N(CCC1)C(=O)C1=NNC=C(C1=O)O (1R,2R)-2-(3-fluorophenyl)-1-((R)-1-(5-hydroxy-4-oxo-1,4-dihydropyridazin-3-carbonyl) pyrrolidin-2-yl)-2-phenylethyl methanesulfonate